3-chlorobenzoyl-p-chlorobenzoyl-2-phenylhydrazine ClC=1C=C(C(=O)N(NC2=CC=C(C=C2)Cl)C(C2=CC=CC=C2)=O)C=CC1